N-(1,3-benzodioxol-4-ylmethyl)-N-[[2-(1-piperidinyl)-4-pyridinyl]methyl]aniline O1COC2=C1C=CC=C2CN(C2=CC=CC=C2)CC2=CC(=NC=C2)N2CCCCC2